(S)-(3-(1-Amino-1,3-dihydrospiro[indene-2,4'-piperidin]-1'-yl)-6-(3-((3-methoxybenzeneyl)thio)prop-1-yn-1-yl)pyrazin-2-yl)methanol N[C@@H]1C2=CC=CC=C2CC12CCN(CC2)C=2C(=NC(=CN2)C#CCSC2=CC(=CC=C2)OC)CO